7-(4-(4-(1-(carboxymethyl)cyclopropyl)butyl)phenyl)-3,3-dimethylheptanoic acid C(=O)(O)CC1(CC1)CCCCC1=CC=C(C=C1)CCCCC(CC(=O)O)(C)C